(R,Z)-3-((5-(tert-butyl)-2-isobutyl-3-isopropyl-7-(methylthio)-1,1-dioxido-2,3,4,5-tetrahydrobenzo[f][1,2,5]thiadiazepin-8-yl)oxy)-2-fluoroacrylic acid C(C)(C)(C)N1C[C@H](N(S(C2=C1C=C(C(=C2)O\C=C(\C(=O)O)/F)SC)(=O)=O)CC(C)C)C(C)C